I[Si]([Si](I)(I)I)(I)I Hexaiododisilane